COC1=CC=C(C=C1)C1=NOC2=C1C(C1=C(C2=O)C=CS1)=O 3-(4-methoxyphenyl)thieno[3',2':4,5]benzo[1,2-d]isoxazole-4,8-dione